COC=1C=C(C=CC1)[C@@H](CO)CCCO (S)-2-m-methoxyphenyl-1,5-pentanediol